N-FMOC-glycyl chloride C(=O)(OCC1C2=CC=CC=C2C2=CC=CC=C12)NCC(=O)Cl